1-(4-tert-butyl-phenyl)-3-(4-tert-octyl-styryl)-5-(4-tert-octyl-phenyl)-pyrazoline C(C)(C)(C)C1=CC=C(C=C1)N1NC(=CC1C1=CC=C(C=C1)C(C)(C)CC(C)(C)C)C=CC1=CC=C(C=C1)C(C)(C)CC(C)(C)C